ClC=1C=C(C=CC1)NCC(C#N)NC1=CN=CC2=CC=C(C=C12)C(=O)OC methyl 4-((2-((3-chlorophenyl)amino)-1-cyanoethyl)amino)isoquinoline-6-carboxylate